4-(1-(2-(4-(4-(2,6-Dioxopiperidin-3-yl)phenyl)-[1,4'-bipiperidin]-1'-yl)ethyl)-piperidin-4-yl)-2-((S)-1-(3-ethoxy-4-methoxyphenyl)-2-(methylsulfonyl)ethyl)isoindoline-1,3-dione O=C1NC(CCC1C1=CC=C(C=C1)C1CCN(CC1)C1CCN(CC1)CCN1CCC(CC1)C1=C2C(N(C(C2=CC=C1)=O)[C@H](CS(=O)(=O)C)C1=CC(=C(C=C1)OC)OCC)=O)=O